3-chloro-4-(2,4-difluorobenzyloxy)-6-methyl-1-(2,3-dihydro-1H-indol-5-ylmethyl)-1H-pyridin-2-one ClC=1C(N(C(=CC1OCC1=C(C=C(C=C1)F)F)C)CC=1C=C2CCNC2=CC1)=O